(S)-1-(1-(7,8-difluoro-1-oxo-1,2-dihydroisoquinolin-4-yl)ethyl)-3-(2-fluorophenyl)-1-methylurea FC1=CC=C2C(=CNC(C2=C1F)=O)[C@H](C)N(C(=O)NC1=C(C=CC=C1)F)C